3-amino-4-fluorophenyl-boronic acid NC=1C=C(C=CC1F)B(O)O